BrC1=CC=CC2=NNN=C21 4-bromo-2H-1,2,3-benzotriazole